1-(4-(6-aminopyridin-3-yl)phenyl)-3-benzyl-1-(trans-4-((5-cyanopyridin-2-yl)amino)cyclohexyl)urea NC1=CC=C(C=N1)C1=CC=C(C=C1)N(C(=O)NCC1=CC=CC=C1)[C@@H]1CC[C@H](CC1)NC1=NC=C(C=C1)C#N